(R)-N-(4-fluorophenyl)-8-methyl-3-(3-methyl-1,2,4-thiadiazol-5-yl)-5,6-dihydro-[1,2,4]triazolo[4,3-a]pyrazine-7(8H)-sulfonamide FC1=CC=C(C=C1)NS(=O)(=O)N1[C@@H](C=2N(CC1)C(=NN2)C2=NC(=NS2)C)C